tert-butyl 4-(4-bromo-5-methyl-pyrazol-1-yl)piperidine-1-carboxylate BrC=1C=NN(C1C)C1CCN(CC1)C(=O)OC(C)(C)C